1,3-dicarboxylnaphthalene C(=O)(O)C1=CC(=CC2=CC=CC=C12)C(=O)O